ClC=1C(=C(C=CC1)NC=1C(=C(N2C1C(NCC2)=O)CN2C[C@@H](CC2)OC)C2=CC=NC=C2)C (R)-8-((3-chloro-2-methylphenyl)amino)-6-((3-methoxypyrrolidin-1-yl)methyl)-7-(pyridin-4-yl)-3,4-dihydropyrrolo[1,2-a]pyrazin-1(2H)-one